F[B-](F)(F)F.C(CCC)[PH3+] butylphosphonium Tetrafluoroborate